(E)-3-(5-((4-(2-(4-chloro-2-fluorophenyl)-2-methylbenzo[d][1,3]dioxol-4-yl)piperidin-1-yl)methyl)-4-(((S)-oxetan-2-yl)methyl)-4H-1,2,4-triazol-3-yl)-2-methylacrylic acid ClC1=CC(=C(C=C1)C1(OC2=C(O1)C=CC=C2C2CCN(CC2)CC=2N(C(=NN2)/C=C(/C(=O)O)\C)C[C@H]2OCC2)C)F